CN(C1=CC=CC(=N1)N1N(C(C=2C1=NC(=NC2)NC=2C=NN(C2)CC(C)C)=O)CC=C)C2CCN(CC2)C 1-{6-[methyl(1-methylpiperidin-4-yl)amino]pyridin-2-yl}-6-{[1-(2-methylpropyl)-1H-pyrazol-4-yl]amino}-2-(prop-2-en-1-yl)-1H,2H,3H-pyrazolo[3,4-d]pyrimidin-3-one